C(CCCC)NCC 2-Pentylaminoethan